C(C)OC(CCCCCCCCCCCCCCC(C)C)=O Ethylisostearat